FC(C(=CC(=O)C=1SC=C(C1)C)C1=CC(=C(C(=C1)Cl)Cl)Cl)(F)F 4,4,4-trifluoro-1-(4-methylthiophene-2-yl)-3-(3,4,5-trichlorophenyl)-2-butene-1-one